(S)-benzyl 2-((tert-butoxycarbonyl)amino)-3-(4-(hydroxymethyl)-phenyl)propanoate C(C)(C)(C)OC(=O)N[C@H](C(=O)OCC1=CC=CC=C1)CC1=CC=C(C=C1)CO